ClC1=C(C=CC(=C1)F)C1=CC(OC2=CC(=CC=C12)CNC)=O 4-(2-chloro-4-fluorophenyl)-7-((methylamino)methyl)-2H-chromen-2-one